((3S,4R)-1-((1,2,3-thiadiazol-4-yl)methyl)-4-(3,4-difluorophenyl)pyrrolidin-3-yl)-3-(3-(cyanomethoxy)-4-methyl-1-phenyl-1H-pyrazol-5-yl)urea S1N=NC(=C1)CN1C[C@H]([C@@H](C1)C1=CC(=C(C=C1)F)F)NC(=O)NC1=C(C(=NN1C1=CC=CC=C1)OCC#N)C